N(=[N+]=[N-])[C@]1([C@H](C[C@@H](O1)N1C(NC(C(=C1)C)=O)=O)O)CO 1-((2R,4S,5R)-5-azido-4-hydroxy-5-(hydroxymethyl)tetrahydrofuran-2-yl)-5-methylpyrimidine-2,4(1H,3H)-dione